C(C)(C)(C)OC(=O)NCCC1=CC=C(C=C1)NC(=O)C1=CC=C(O1)C=1CCN(CC1)C(=O)OC(C)(C)C tert-butyl 4-(5-{[4-(2-{[(tert-butoxy)carbonyl]amino}ethyl)phenyl]carbamoyl}furan-2-yl)-1,2,3,6-tetrahydropyridine-1-carboxylate